3-methylmorpholine, hydrochloride Cl.CC1NCCOC1